1-hydroxy-4,6-dimethyl-2(1H)-Pyridinone ON1C(C=C(C=C1C)C)=O